FC1=CC=C(C(=O)NCC(=O)OC)C=C1 methyl (4-fluorobenzamido)acetate